1-(3-{2-[(2R)-2-Hydroxy-2-phenylethyl]-2H-indazol-4-yl}-5-methyl-4-(1-methylcyclopropyl)-1H-pyrazol-1-yl)propan-2-one O[C@@H](CN1N=C2C=CC=C(C2=C1)C1=NN(C(=C1C1(CC1)C)C)CC(C)=O)C1=CC=CC=C1